tert-butyl 6-(((trifluoromethyl)sulfonyl)oxy)-2,3-dihydro-1,4-oxazepine-4(7H)-carboxylate FC(S(=O)(=O)OC1=CN(CCOC1)C(=O)OC(C)(C)C)(F)F